ClC1=CC=C(CN2C3(CCN(C3)C=3N=NC=CC3)C(N(CC2=O)C(C)C)=O)C=C1 6-(4-chlorobenzyl)-9-isopropyl-2-(pyridazin-3-yl)-2,6,9-triazaspiro-[4.5]decane-7,10-dione